6-(3-(4-bromophenyl)-4,5-dihydro-1H-pyrazol-5-yl)quinoxaline BrC1=CC=C(C=C1)C1=NNC(C1)C=1C=C2N=CC=NC2=CC1